2-(3,5-Dichloropyridin-2-yl)propan-2-amine ClC=1C(=NC=C(C1)Cl)C(C)(C)N